Br[Si]1(C[SiH](C1)Br)CC 1,3-dibromo-1-ethyl-1,3-disilacyclobutane